tetramethyl-heptanedione silver [Ag].CC(C(C(C(C)(C)C)=O)=O)CCC